2'-C-Ethynylguanosine C(#C)[C@@]1([C@@H](O[C@@H]([C@H]1O)CO)N1C=NC=2C(=O)NC(N)=NC12)O